Ethyl (S)-3-((tert-butoxycarbonyl)amino)-3-(5-cyclopropyl-2',4'-dimethyl-6'-(((trifluoromethyl)sulfonyl)oxy)-[1,1'-biphenyl]-3-yl)propanoate C(C)(C)(C)OC(=O)N[C@@H](CC(=O)OCC)C=1C=C(C=C(C1)C1CC1)C1=C(C=C(C=C1OS(=O)(=O)C(F)(F)F)C)C